4-Acetoxy-3,5-di-tert-butylphenol C(C)(=O)OC1=C(C=C(C=C1C(C)(C)C)O)C(C)(C)C